(3-butenyl) (2-propynyl) ethylphosphonate C(C)P(OCCC=C)(OCC#C)=O